2-(7-chlorodibenzo[b,d]thiophen-1-yl)-4-(naphthalen-2-yl)benzo[4,5]thieno[2,3-d]pyrimidine ClC1=CC2=C(C3=C(S2)C=CC=C3C=3N=C(C2=C(N3)SC3=C2C=CC=C3)C3=CC2=CC=CC=C2C=C3)C=C1